OCN1C=NC2=C1C=CC=C2 1-hydroxymethyl-1H-benzimidazole